N,N-bis(3-methoxybenzyl)-3-(piperidin-1-ylmethyl)aniline COC=1C=C(CN(C2=CC(=CC=C2)CN2CCCCC2)CC2=CC(=CC=C2)OC)C=CC1